IC1=CC=C(C=C1)N1N=C2C=CC=CC2=C1 2-(4-iodophenyl)-2H-indazole